BrC1=C2CN(C(C2=CC=C1CN1CCN(CC1)CC1=CC=C(C(=O)NC2=CC(=C(C=C2)C)NC2=NC=CC(=N2)C=2C=NC=CC2)C=C1)=O)C1C(NC(CC1)=O)=O 4-((4-((4-bromo-2-(2,6-dioxopiperidin-3-yl)-1-oxoisoindoline-5-yl)methyl)piperazine-1-yl)methyl)-N-(4-methyl-3-((4-(pyridin-3-yl)pyrimidin-2-yl)amino)phenyl)benzamide